3-((4-(tert-butyl)phenyl)amino)-N-methylcyclobutane-1-carboxamide C(C)(C)(C)C1=CC=C(C=C1)NC1CC(C1)C(=O)NC